FC1=C(C(=C(C=C1N1N=C(C=2C1=CN=C(C2)N2C1(CC1)CN(CC2)S(=O)(=O)C)C)C(F)(F)F)F)O 2,6-Difluoro-3-(3-methyl-5-(7-(methylsulfonyl)-4,7-diazaspiro[2.5]octan-4-yl)-1H-pyrazolo[3,4-c]pyridin-1-yl)-5-(trifluoromethyl)phenol